ClC=1C=C(C=CC1F)N1N=C(C=C1)[C@@H](C(=O)NC1=NNC(=C1)C1CC1)C (S)-2-(1-(3-chloro-4-fluorophenyl)-1H-pyrazol-3-yl)-N-(5-cyclopropyl-1H-pyrazol-3-yl)propanamide